BrC=1C(=NC=C2C(=C(NC(C12)=O)C)C(=O)OC(C)(C)C)Cl tert-butyl 8-bromo-7-chloro-3-methyl-1-oxo-1,2-dihydro-2,6-naphthyridine-4-carboxylate